ClC1=CC=2N=CNC(C2C(=N1)NC1=C2C=CN(C2=CC=C1)CCOCCOCC(=O)OCC)=O Ethyl 2-[2-[2-[4-[(7-chloro-4-oxo-3H-pyrido[4,3-d]pyrimidin-5-yl)amino]indol-1-yl]ethoxy] ethoxy]acetate